C(C)(C)(C)OC(=O)N[C@H](/C=C/C(=O)OCC)CC ethyl (2E,4S)-4-[(tert-butoxycarbonyl)amino]hex-2-enoate